3,3,4,4,5,5-hexafluoro-1,2-bis(trifluoromethyl)-1-cyclopentene FC1(C(=C(C(C1(F)F)(F)F)C(F)(F)F)C(F)(F)F)F